tert-Butyl endo-3-((4-chloro-7-methoxyquinazolin-6-yl)oxy)-8-azabicyclo[3.2.1]octane-8-carboxylate ClC1=NC=NC2=CC(=C(C=C12)OC1CC2CCC(C1)N2C(=O)OC(C)(C)C)OC